CC1=C(N=CN1C=1C=NC(=CC1)C)C=O 5-methyl-1-(6-methylpyridin-3-yl)-1H-imidazole-4-carbaldehyde